NC=1C2=C(N=CN1)N1C(=C2C2=C(C=3C(=NC=CC3)N2)Cl)CN(CC1(C)C)C([C@@H](C)N1CCOCC1)=O (R)-1-(4-amino-5-(3-chloro-1H-pyrrolo[2,3-b]pyridin-2-yl)-9,9-dimethyl-8,9-dihydropyrazino[1',2':1,5]pyrrolo[2,3-d]pyrimidin-7(6H)-yl)-2-morpholinopropan-1-one